3-[(6-{[6-(5-chloro-2-fluorophenyl)-3-methylpyridazin-4-yl]amino}pyrimidin-4-yl)carbamoyl]cyclobutyl 1-methylpiperidine-4-carboxylate CN1CCC(CC1)C(=O)OC1CC(C1)C(NC1=NC=NC(=C1)NC1=C(N=NC(=C1)C1=C(C=CC(=C1)Cl)F)C)=O